FC1=C(C=CC(=C1)OC1=NC=NC2=CC(=C(C=C12)OC)O)NC(=O)NC1=CC=C(C=C1)F 1-(2-fluoro-4-((7-hydroxy-6-methoxyquinazolin-4-yl)oxy)phenyl)-3-(4-fluorophenyl)urea